(4-(3-(pyridin-2-yl)-1H-pyrazol-4-yl)pyridin-2-yl)benzoic acid N1=C(C=CC=C1)C1=NNC=C1C1=CC(=NC=C1)C1=C(C(=O)O)C=CC=C1